FC(C1(CCN(CC1)CCC)O)F (S)-1-(4-(difluoromethyl)-4-hydroxypiperidine-1-yl)propane